ClC=1C=CC(=C(C1)C1=CC(=C(N=N1)C)NC1=CC(=NC=C1)NC(=O)CN1CCN(CC1)C(=O)OC(C)(C)C)F tert-butyl 4-{[(4-{[6-(5-chloro-2-fluorophenyl)-3-methylpyridazin-4-yl] amino}pyridin-2-yl)carbamoyl] methyl}piperazine-1-carboxylate